NC1=NC=2C=C(C(=CC2C2=C1COC2)C(=O)N([C@H]2CCC1=CC(=CC=C21)C(F)(F)F)[C@@H](COC)C)F 4-amino-7-fluoro-N-((R)-1-methoxypropan-2-yl)-N-((S)-5-(trifluoromethyl)-2,3-dihydro-1H-inden-1-yl)-1,3-dihydrofuro[3,4-c]quinolin-8-carboxamide